Br[Mg]C=1SC(=CC1CCO[Si](C)(C)C(C)(C)C)Cl bromo-[3-[2-[tert-butyl(dimethyl)silyl]oxyethyl]-5-chloro-2-thienyl]magnesium